(5-(3-(1-methyl-1H-indazol-6-yl)-1,4-dihydrothieno[2',3':4,5]cyclopenta[1,2-c]pyrazol-6-yl)pyridin-2-yl)(morpholino)methanone CN1N=CC2=CC=C(C=C12)C=1C2=C(NN1)C1=C(C2)SC(=C1)C=1C=CC(=NC1)C(=O)N1CCOCC1